(R)-4-(3-(1-(but-2-ynoyl)pyrrolidin-3-yl)imidazo[1,5-a]pyrazin-1-yl)-N-(pyridin-2-yl)benzamide C(C#CC)(=O)N1C[C@@H](CC1)C1=NC(=C2N1C=CN=C2)C2=CC=C(C(=O)NC1=NC=CC=C1)C=C2